1-(2,3-dichloro-5-methoxyphenyl)-2-(diphenylmethylene)hydrazine ClC1=C(C=C(C=C1Cl)OC)NN=C(C1=CC=CC=C1)C1=CC=CC=C1